N-benzyl-9-(2-tetrahydropyranyl)adenine tert-butyl-(2-fluoro-3-methyl-5-(4,4,5,5-tetramethyl-1,3,2-dioxaborolan-2-yl)-4-(trifluoromethyl)phenyl)carbamate C(C)(C)(C)N(C(O)=O)C1=C(C(=C(C(=C1)B1OC(C(O1)(C)C)(C)C)C(F)(F)F)C)F.C(C1=CC=CC=C1)NC1=C2N=CN(C2=NC=N1)C1OCCCC1